2-(4-(3-Chloro-4-((3,5-difluoropyridin-2-yl)methoxy-d2)-5',6-dimethyl-2-oxo-2H-[1,4'-bipyridin]-2'-yl)thiazol-2-yl)-N,2-dimethylpropionamide ClC=1C(N(C(=CC1OC([2H])([2H])C1=NC=C(C=C1F)F)C)C1=CC(=NC=C1C)C=1N=C(SC1)C(C(=O)NC)(C)C)=O